2-((S)-4-((1S,8'R)-4-chloro-8'-fluoro-2'-(((S)-pyrrolidin-2-yl)methoxy)-2,3,5',8'-tetrahydro-6'H-spiro[indene-1,7'-quinazolin]-4'-yl)-1-(2-fluoroacryloyl)piperazin-2-yl)acetonitrile ClC1=C2CC[C@@]3(CCC=4C(=NC(=NC4[C@@H]3F)OC[C@H]3NCCC3)N3C[C@@H](N(CC3)C(C(=C)F)=O)CC#N)C2=CC=C1